N1=CC(=CC=C1)CC1(CC1)OC(=O)N[C@@H](CC(C)C)C(=O)OC Methyl ((1-(pyridin-3-ylmethyl)cyclopropoxy)carbonyl)-L-leucinate